C(CCCCCCC)P(CCCCCCCC)CCCCCCCC.[S] sulfur Trioctylphosphine